8-(2-fluoro-4-iodoanilino)-2-isopropoxy-3,4-dihydro-2,6-naphthyridin-1(2H)-one FC1=C(NC=2C=NC=C3CCN(C(C23)=O)OC(C)C)C=CC(=C1)I